ClCC(=O)N[C@@]1([C@@H](CCCC1)O)C1=CC(=CC=C1)Cl 2-chloro-N-((1R,2R)-2-hydroxy-1-(3-chlorophenyl)cyclohexyl)acetamide